FC1(C(C1)CN1C(=CN2C1=NC(=C(C2=O)C=2C=NN(C2)CCC(F)(F)F)C(F)(F)F)C)F 1-[(2,2-difluoro-cyclopropyl)methyl]-2-methyl-7-(trifluoromethyl)-6-[1-(3,3,3-trifluoropropyl)-1H-pyrazol-4-yl]-1H,5H-imidazo[1,2-a]pyrimidin-5-one